C(C)CC=CC(=O)OC1=C(C=CC=C1)C1=C2C=CC(C(=C3C=CC(=C(C=4C=CC(=C(C5=CC=C1N5)C5=C(C=CC=C5)OC(C=CCCC)=O)N4)C4=C(C=CC=C4)OC(C=CCCC)=O)N3)C3=C(C=CC=C3)OC(C=CCCC)=O)=N2 tetrakis[(4-ethylbutenoyloxy)phenyl]porphyrin